C(N)(=O)C1=[N+](C=CC(=C1)NC(=O)[C@@H]1S([C@](C[C@H]1C1=C(C(=C(C=C1)F)F)OC)(C(F)(F)F)C)(=O)=O)[O-] 2-carbamoyl-4-((2R,3S,5R)-3-(3,4-difluoro-2-methoxyphenyl)-5-methyl-1,1-dioxido-5-(trifluoromethyl)tetrahydrothiophene-2-carboxamido)pyridine 1-oxide